5-(Benzofuran-2-yl)-2-(4-phenylbut-3-en-2-yl)pyridine O1C(=CC2=C1C=CC=C2)C=2C=CC(=NC2)C(C)C=CC2=CC=CC=C2